tetratridecyl diphosphite O(P(OCCCCCCCCCCCCC)OP(OCCCCCCCCCCCCC)OCCCCCCCCCCCCC)CCCCCCCCCCCCC